(R)-2-amino-1-(5-fluoro-1-(methylsulfonyl)spiro[indoline-3,4'-piperidine]-1'-yl)-3-((phenyl-d5)methoxy-d2)propan-1-one N[C@@H](C(=O)N1CCC2(CC1)CN(C1=CC=C(C=C12)F)S(=O)(=O)C)COC([2H])([2H])C1=C(C(=C(C(=C1[2H])[2H])[2H])[2H])[2H]